5-hydroxymethyl-2(5H)furanone OCC1C=CC(O1)=O